(2-[2-[4-([[(2R,3S)-3-[(tert-butoxycarbonyl)amino]-5-carbamoylpentan-2-yl]oxy]methyl)phenyl]ethoxy]ethoxy)acetic acid C(C)(C)(C)OC(=O)N[C@H]([C@@H](C)OCC1=CC=C(C=C1)CCOCCOCC(=O)O)CCC(N)=O